1-(2-(3,5-dimethoxyphenyl)-1H-benzo[d]imidazol-5-yl)-3-(5-methoxy-2,2-dimethyl-2H-chromen-6-yl)urea COC=1C=C(C=C(C1)OC)C1=NC2=C(N1)C=CC(=C2)NC(=O)NC=2C(=C1C=CC(OC1=CC2)(C)C)OC